C(C)(C)(C)OC(=O)N1C(C[C@H](C1)O)C1=C(C=CC(=C1)F)OC (4R)-2-(5-fluoro-2-methoxyphenyl)-4-hydroxypyrrolidine-1-carboxylic acid tert-butyl ester